COC1=NC(=NC=C1C=C1CCN(CC1)C(C[C@@H](C)C1=CC=CC=C1)=O)C1=CC=CC=C1 (R)-1-(4-((4-methoxy-2-phenylpyrimidin-5-yl)methylene)piperidin-1-yl)-3-phenylbutan-1-one